N[C@H]1CC=CC[C@@H]1C1=C(C2=NC(=CC(=C2S1)NCC1=CC=CC=C1)Cl)I 2-((1s,6s)-6-aminocyclohex-3-en-1-yl)-N-benzyl-5-chloro-3-iodothieno[3,2-b]pyridin-7-amine